COC(=O)C1(CCC(CC1)=O)NC(CC1=C(C=C(C=C1C)Cl)C)=O Methyl-1-{[(4-chloro-2,6-dimethylphenyl)acetyl] amino}-4-oxocyclohexancarboxylat